1,4-bis(((3-ethyl-3-oxetanyl)methoxy)methyl)benzene C(C)C1(COC1)COCC1=CC=C(C=C1)COCC1(COC1)CC